N-(4-((2-(1,1-difluoroethyl)-6-methylpyrimidin-4-yl)amino)-5-((1-ethyl-1H-pyrazol-4-yl)methoxy)pyridin-2-yl)acetamide FC(C)(F)C1=NC(=CC(=N1)NC1=CC(=NC=C1OCC=1C=NN(C1)CC)NC(C)=O)C